C(C1=CC=CC=C1)C1C(OC(OC1=O)(C)C)=O 5-benzyl-2,2-dimethyl-1,3-dioxane-4,6-dione